N-(1-cyclopropyl-2-(3-fluorophenyl)-6-methoxy-5-benzimidazolyl)-5-(3,4,5-trimethoxyphenyl)-1,3,4-thiadiazol-2-amine C1(CC1)N1C(=NC2=C1C=C(C(=C2)NC=2SC(=NN2)C2=CC(=C(C(=C2)OC)OC)OC)OC)C2=CC(=CC=C2)F